4-nitro-3-(m-toluidino)benzonitrile [N+](=O)([O-])C1=C(C=C(C#N)C=C1)NC=1C=C(C=CC1)C